N-(1-(7-Fluoro-2-methoxyquinolin-4-yl)cyclopropyl)-2-methyl-5-((1-methylazetidin-2-yl)methoxy)benzamide FC1=CC=C2C(=CC(=NC2=C1)OC)C1(CC1)NC(C1=C(C=CC(=C1)OCC1N(CC1)C)C)=O